(5-(bromomethyl)-2-fluorobenzyl)(methyl)phosphinate BrCC=1C=CC(=C(CP([O-])(=O)C)C1)F